dipentylacetone C(CCCC)C(C(C)=O)CCCCC